CC=1C(=NC(=NC1)NC1=CC=C(C=C1)N1CCN(CC1)C)NC1=CC(=CC=C1)S(NC(CO)(C)C)(=O)=O 5-Methyl-N4-[3-(N-(1-hydroxy-2-methylpropan-2-yl)sulfamoyl)phenyl]-N2-[4-(4-methylpiperazin-1-yl)phenyl]pyrimidine-2,4-diamine